FC1=C(C=C(C=C1)[C@H]1N(OCC1)C1=CC(=NC=N1)NC=1C(=CC(=C(C1)NC(C=C)=O)N1CCN(CC1)C)OC)OCC1=CC(=CC=C1)F (S)-N-(5-((6-(3-(4-fluoro-3-((3-fluorobenzyl)oxy)phenyl)isoxazolidin-2-yl)pyrimidin-4-yl)amino)-4-methoxy-2-(4-methylpiperazin-1-yl)phenyl)acrylamide